ClC1=CC=C2C(=CN(C2=C1Cl)C=1N=NN(C1)CC(CO)O)C=1C=NNC1 3-[4-[6,7-dichloro-3-(1H-pyrazol-4-yl)indol-1-yl]triazol-1-yl]propane-1,2-diol